(8-(Difluoromethoxy)-4-((1,3-dioxoisoindolin-2-yl)methyl)-1-oxo-1,2-dihydrophthalazin-6-yl)boronic acid FC(OC=1C=C(C=C2C(=NNC(C12)=O)CN1C(C2=CC=CC=C2C1=O)=O)B(O)O)F